sodium elaidyl sulfate S(=O)(=O)(OCCCCCCCC\C=C\CCCCCCCC)[O-].[Na+]